6-(4-methoxypyrrolo[2,1-f][1,2,4]triazin-5-yl)-2-methyl-1-(piperidin-2-ylmethyl)-1H-imidazo[4,5-b]pyridine COC1=NC=NN2C1=C(C=C2)C=2C=C1C(=NC2)N=C(N1CC1NCCCC1)C